(S)-methyl-2-((S)-2-((tert-butoxycarbonyl)amino)-4,4-dimethylpentanamido)-3-((R)-5-oxo-4-azaspiro[2.4]heptan-6-yl)propanoate COC([C@H](C[C@H]1C(NC2(CC2)C1)=O)NC([C@H](CC(C)(C)C)NC(=O)OC(C)(C)C)=O)=O